C(C)(C)(C)OC(=O)N1C2(CC2)[C@@H]([C@H](C1)C1=CC=CC=C1)C#N (6S,7R)-7-cyano-6-phenyl-4-azaspiro[2.4]heptane-4-carboxylic acid tert-butyl ester